NC1=NC=CC2=C1C(=C(N2CCOC)C#CC2[C@@H]1CN(C[C@H]21)C(C=C)=O)C2=CC(=C(C=C2)OC2=NC(=CC=C2)C)OC 1-((1R,5S,6s)-6-((4-amino-3-(3-methoxy-4-((6-methylpyridin-2-yl)oxy)phenyl)-1-(2-methoxyethyl)-1H-pyrrolo[3,2-c]pyridin-2-yl)ethynyl)-3-azabicyclo[3.1.0]hexan-3-yl)prop-2-en-1-one